OC[C@@H](C1=CC=CC=C1)NC1=N\C(\C(N1C)=O)=C/C=1C=C2C=NN(C2=CC1)C (5Z)-2-[[(1R)-2-Hydroxy-1-phenyl-ethyl]amino]-3-methyl-5-[(1-methylindazol-5-yl)methylene]imidazol-4-one